3,5-dibromo-N-[(1S)-1-(3-pyrazin-2-ylpyrazin-2-yl)ethyl]benzamide BrC=1C=C(C(=O)N[C@@H](C)C2=NC=CN=C2C2=NC=CN=C2)C=C(C1)Br